FC=1C(=CC(=C(C(=O)NC2=CC(=CC=C2)C(F)(F)F)C1)O[C@@H](C)CCC)N1N=C2N(C=CC=C2)C1=O 5-fluoro-4-(3-oxo[1,2,4]triazolo[4,3-a]pyridin-2(3H)-yl)-2-[(2S)-pent-2-yloxy]-N-[3-(trifluoromethyl)phenyl]benzamide